C(C)(C)(C)OC(=O)N1CCN(CC1)CC1=CC(=NC2=CC=CC=C12)NC(=O)C=1N=NN(C1C)C1=C(C=CC=C1)C.N1=NC(=NC=C1)C=1C=C(N)C=CC1C(F)(F)F 3-(1,2,4-triazin-3-yl)-4-(trifluoromethyl)aniline tert-Butyl-4-((2-(5-methyl-1-(o-tolyl)-1H-1,2,3-triazole-4-carboxamido)quinolin-4-yl)methyl)piperazine-1-carboxylate